Benzyl 3-[(1R)-1-aminoethyl]benzoate N[C@H](C)C=1C=C(C(=O)OCC2=CC=CC=C2)C=CC1